FC1(CCN(CC1)C1=NC=CC(=N1)C=1C=NN(C1)C1=C(C=C(C=C1)[N+](=O)[O-])F)F 2-(4,4-difluoropiperidin-1-yl)-4-(1-(2-fluoro-4-Nitrophenyl)-1H-pyrazol-4-yl)pyrimidine